C(C)(C)(C)OC(=O)[C@@H](CCCCN1N=CC=C1)[C@@H]1CN(CC1)C(=O)OC(C)(C)C tert-Butyl (3R)-3-[(1S)-1-tert-butoxycarbonyl-5-pyrazol-1-yl-pentyl]pyrrolidine-1-carboxylate